CC1=CC=C(N=N1)NC1=CC2=C(C=N1)N(C=N2)COCC[Si](C)(C)C N-(6-methylpyridazin-3-yl)-3-(2-trimethylsilylethoxymethyl)imidazo[4,5-C]pyridin-6-amine